ClC=1N=CN(C1Cl)C=1C=CC(N(C1C1=C(C=C(C=C1F)F)F)CC)=O 5-(4,5-dichloro-1H-imidazol-1-yl)-1-ethyl-6-(2,4,6-trifluorophenyl)pyridin-2(1H)-one